carbon imidazole salt N1C=NC=C1.[C]